2-(2-chlorophenoxy)phenyl-diazonium tetrafluoroborate F[B-](F)(F)F.ClC1=C(OC2=C(C=CC=C2)[N+]#N)C=CC=C1